C(CCCC)C(COC(CCCCN(C(OCCN(CCOC(N(CCCCC(=O)OCC(CCCCC)CCCCC)CCC)=O)CCCN(CC)CC)=O)CCC)=O)CCCCC bis(2-pentylheptyl)-11-(3-(diethylamino)propyl)-7,15-dioxo-6,16-dipropyl-8,14-dioxa-6,11,16-triazahenicosanedioate